2,5-dimethyl-2,5-di(tert-butyl-peroxy)hexyne methyl-8-(2-(tert-butoxy)-2-oxoethylidene)-5,6,7,8-tetra-hydroquinoline-5-carboxylate COC(=O)C1C=2C=CC=NC2C(CC1)=CC(=O)OC(C)(C)C.CC(C)(C#CC(C)(OOC(C)(C)C)C)OOC(C)(C)C